2-FORMYL-3-OXO-BUTYRIC ACID ETHYL ESTER C(C)OC(C(C(C)=O)C=O)=O